(±)-cis-2-(hydroxymethyl)cyclopropane OCC1CC1